Lithium-Indium [In].[Li]